2-(((2S,5R)-2-(2-Acetylhydrazinecarbonyl)-3-methyl-7-oxo-1,6-diazabicyclo[3.2.1]Oct-3-en-6-yl)oxy)-2-fluoroacetic acid ethyl ester C(C)OC(C(F)ON1[C@@H]2C=C([C@H](N(C1=O)C2)C(=O)NNC(C)=O)C)=O